CN(CCCOC1=CC=C(C=N1)C1=CC=2C3=C(C=NC2C=C1)N(C(N3C3CCOCC3)=O)C)C 8-(6-(3-(dimethylamino)propoxy)pyridin-3-yl)-3-methyl-1-(tetrahydro-2H-pyran-4-yl)-1H-imidazo[4,5-c]quinolin-2(3H)-one